OCC(CO)N 1,3-dihydroxyl-2-propylamine